tert-Butyl (R)-4-((2-(3-(cyclobutylamino)-4-(methoxycarbonyl)phenyl)-4-(2,2-difluoroethyl)piperazin-1-yl)methyl)-5-methoxy-7-methyl-1H-indole-1-carboxylate C1(CCC1)NC=1C=C(C=CC1C(=O)OC)[C@H]1N(CCN(C1)CC(F)F)CC1=C2C=CN(C2=C(C=C1OC)C)C(=O)OC(C)(C)C